C(#N)C=1C=C(C(=NC1OCC1=CC=C(C=C1)C(F)(F)F)C)C(=O)O 5-cyano-2-methyl-6-[[4-(trifluoromethyl)phenyl]methoxy]pyridine-3-carboxylic acid